methyl 5-((1-(tert-butoxycarbonyl)azetidin-3-yl)oxy)-4-(trifluoromethyl)picolinate C(C)(C)(C)OC(=O)N1CC(C1)OC=1C(=CC(=NC1)C(=O)OC)C(F)(F)F